1-(5-(trifluoromethyl)-1,3,4-oxadiazol-2-yl)ethanamine FC(C1=NN=C(O1)C(C)N)(F)F